(4-((3-(7-(((3S,4R)-1-ethyl-3-fluoropiperidin-4-yl)amino)-3-(2,2,2-trifluoroethyl)benzo[b]thiophen-2-yl)prop-2-yn-1-yl)amino)-3-methoxyphenyl)dimethylphosphine oxide C(C)N1C[C@@H]([C@@H](CC1)NC1=CC=CC2=C1SC(=C2CC(F)(F)F)C#CCNC2=C(C=C(C=C2)P(C)(C)=O)OC)F